BrC1=C(C(=O)C2CCN(CC2)C(=O)OC(C)(C)C)C(=CC=C1)F tert-butyl 4-(2-bromo-6-fluorobenzoyl)-1-piperidinecarboxylate